OC[C@@H](O)COP(=O)(O)OCC[N+](C)(C)C sn-glycero-3-phosphoryl-choline